C(C)(C)(C)OC(=O)NCCCC(=O)O 4-(t-butoxycarbonylamino)butanoic acid